Tricosan-12-yl ((((2R,3S,5R)-5-(6-amino-2-fluoro-9H-purin-9-yl)-2-ethynyl-3-hydroxytetra-hydrofuran-2-yl)methoxy)-(phenoxy)phosphoryl)-L-alaninate NC1=C2N=CN(C2=NC(=N1)F)[C@H]1C[C@@H]([C@@](O1)(C#C)COP(=O)(OC1=CC=CC=C1)N[C@@H](C)C(=O)OC(CCCCCCCCCCC)CCCCCCCCCCC)O